(E)-4-[2-(4,6-Dihydroxy-2-methoxy-3-methyl-benzoyl)isoindolin-5-yl]oxy-N,N-dimethyl-but-2-enamide OC1=C(C(=C(C(=O)N2CC3=CC=C(C=C3C2)OC/C=C/C(=O)N(C)C)C(=C1)O)OC)C